FC=1C=CC(=NC1)C=1C(=NC(=CC1)C)C(=O)N (5-fluoro-2-pyridyl)-6-methyl-pyridine-2-carboxamide